3-(3-bromo-6-(2-methoxyphenyl)-2H-indazol-2-yl)-N,N-dimethylpropan-1-amine BrC=1N(N=C2C=C(C=CC12)C1=C(C=CC=C1)OC)CCCN(C)C